2-[3-(3-chlorophenyl)-1-[2-[[1-[2-[4-(2-morpholinoethyl)piperazin-1-yl]-2-oxo-ethyl]pyrazol-4-yl]amino]-[1,2,4]triazolo[1,5-a]pyridin-8-yl]azetidin-3-yl]acetonitrile ClC=1C=C(C=CC1)C1(CN(C1)C=1C=2N(C=CC1)N=C(N2)NC=2C=NN(C2)CC(=O)N2CCN(CC2)CCN2CCOCC2)CC#N